C(N)(=O)C1=CC=C(S1)[C@H]1N(C[C@@H](CC1)C)C(C(=O)NC=1C=C(C(=NC1)NC(OC(C)(C)C)=O)C)=O tert-butyl N-[5-[[2-[(2S,5R)-2-(5-carbamoyl-2-thienyl)-5-methyl-1-piperidyl]-2-oxo-acetyl]amino]-3-methyl-2-pyridyl]carbamate